1,3-diamino-2-propanol nitrate [N+](=O)([O-])OC(CN)CN